COC=1C(=NC2=CC=CC=C2C1OC1=CC(=C(C=C1)OC)OC)OC Dimethoxy-4-(3,4-dimethoxyphenoxy)quinoline